para-menthane-d C1(CCC(CC1)C(C)C)(C)[2H]